N-[2-[(3S)-3-(dimethylamino)pyrrolidin-1-yl]-4-fluoro-5-(2-morpholin-4-ylpyrimidin-5-yl)phenyl]-6-oxo-4-(trifluoromethyl)-1H-pyridine-3-carboxamide CN([C@@H]1CN(CC1)C1=C(C=C(C(=C1)F)C=1C=NC(=NC1)N1CCOCC1)NC(=O)C1=CNC(C=C1C(F)(F)F)=O)C